Dibutyl 7,7'-((4-((2-(4-(2-((4-(bis(7-butoxy-2-hydroxy-7-oxoheptyl)amino)butanoyl)-oxy)ethyl)piperazin-1-yl)ethyl)disulfaneyl)butyl)azanediyl)bis(6-hydroxyheptanoate) C(CCC)OC(CCCCC(CN(CCCC(=O)OCCN1CCN(CC1)CCSSCCCCN(CC(CCCCC(=O)OCCCC)O)CC(CCCCC(=O)OCCCC)O)CC(CCCCC(OCCCC)=O)O)O)=O